CN1C=C(C=C(C1=O)C)C1=CC=C(C(=O)NC2CCN(CC2)C)C=C1 4-(1,5-Dimethyl-6-oxo-1,6-dihydro-pyridin-3-yl)-N-(1-methyl-piperidin-4-yl)-benzamide